7-Acetyloxy-2-bromo-6,7-dihydro-5H-cyclopenta[b]pyridine-4-carboxylic acid methyl ester COC(=O)C1=C2C(=NC(=C1)Br)C(CC2)OC(C)=O